The molecule is a hydroperoxyoctadecatrienoic acid, obtained by the formal substitution of a hydrogen at position 11 of (9Z,12Z,15Z)-octadecatrienoic acid by a hydroperoxy group (the 11S-stereoisomer). It derives from an alpha-linolenic acid. It is a conjugate acid of a (9Z,11S,12Z,15Z)-11-hydroperoxyoctadecatrienoate. CC/C=C\\C/C=C\\[C@H](/C=C\\CCCCCCCC(=O)O)OO